4-amino-N,1,3-trimethyl-N-((5S)-2-(trifluoromethyl)-5,8-dihydro-6H-pyrano[3,4-b]pyridin-5-yl)-1H-pyrazolo[4,3-c]-quinoline-8-carboxamide NC1=NC=2C=CC(=CC2C2=C1C(=NN2C)C)C(=O)N([C@@H]2COCC1=NC(=CC=C12)C(F)(F)F)C